(R)-1-(4-fluorobenzyl)-N-(1-(4-fluorophenyl)ethyl)-6-isopropyl-2-oxo-1,2-dihydro-1,8-naphthyridine-3-carboxamide FC1=CC=C(CN2C(C(=CC3=CC(=CN=C23)C(C)C)C(=O)N[C@H](C)C2=CC=C(C=C2)F)=O)C=C1